C(C)(C)OC(=O)C1=CC=2N(C=C1)C(=CN2)C2CC2 3-cyclopropylimidazo[1,2-a]Pyridine-7-carboxylic acid isopropyl ester